BrC=1C=C(C(=C(C=O)C1)NC1CC(C1)(C)O)C(F)(F)F 5-bromo-2-[((cis)-3-hydroxy-3-methyl-cyclobutyl)amino]-3-(trifluoromethyl)benzaldehyde